CC(CCO)CCCCCCCC(CCCC)C 3,11-dimethyl-pentadecanol